4-amino-7-fluoro-N-(1-methyl-1H-pyrazol-3-yl)-N-(5-(trifluoromethyl)-2,3-dihydro-1H-inden-1-yl)-1,3-dihydrofuro[3,4-c]quinolin-8-carboxamide NC1=NC=2C=C(C(=CC2C2=C1COC2)C(=O)N(C2CCC1=CC(=CC=C21)C(F)(F)F)C2=NN(C=C2)C)F